C1(CC1)NC(C1=C(C=C(C=C1OC)C1=CN=C2N1C=CC(=C2)C(C)N2CC(C2)O)OC(F)F)=O N-cyclopropyl-2-(difluoromethoxy)-4-[7-[1-(3-hydroxyazetidin-1-yl)ethyl]imidazo[1,2-a]pyridin-3-yl]-6-methoxy-benzamide